F[C@@H]1[C@@H](C1)C(=O)NC1=CC=C2C(=N1)N(N=C2C2=C(C=CC(=C2)F)OC)COCC[Si](C)(C)C (1S,2S)-2-fluoro-N-[3-(5-fluoro-2-methoxyphenyl)-1-[[2-(trimethylsilyl)ethoxy]methyl]pyrazolo[3,4-b]pyridin-6-yl]cyclopropane-1-carboxamide